3,6-difluoro-7-(hydroxymethyl)pyrazolo[1,5-a]quinoxaline-4(5H)-one FC=1C=NN2C1C(NC1=C(C(=CC=C21)CO)F)=O